ClCOC(CCCCCCCCCCCCCCCCCCC)=O icosanoic acid chloromethyl ester